4-chloro-2,3-dihydro-furo[3,2-c]pyridine ClC1=NC=CC2=C1CCO2